CC1(CN(CC1)C(=O)C1(CN(CC1)C(=O)OCC1=CC=CC=C1)O)C benzyl 3-(3,3-dimethylpyrrolidine-1-carbonyl)-3-hydroxy-pyrrolidine-1-carboxylate